C[C@@H]1CN(CCC1)CC=1NC=2C(N(C=C(C2C1)C1CC1)C1=NC(=CC(=C1)C1=C(C=C(C=C1)F)C(=O)N1CC(C1)(F)F)C1CC1)=O 2-{[(S)-3-methyl-1-piperidyl]methyl}-4-cyclopropyl-6-(6-cyclopropyl-4-{2-[(3,3-difluoro-1-azetidinyl)carbonyl]-4-fluorophenyl}-2-pyridyl)-1,6-dihydro-1,6-diaza-7-indenone